N-(5-(2-chloro-4-methoxybenzoyl)-5,6-dihydro-4H-pyrrolo[3,4-d]thiazol-2-yl)-4-(5-cyano-2-methoxyphenyl)-6-methyl-nicotinamide ClC1=C(C(=O)N2CC=3N=C(SC3C2)NC(C2=CN=C(C=C2C2=C(C=CC(=C2)C#N)OC)C)=O)C=CC(=C1)OC